5-(3-(3-bromophenyl)thietane-3-yl)-4-methyl-4H-1,2,4-triazole-3-thiol BrC=1C=C(C=CC1)C1(CSC1)C=1N(C(=NN1)S)C